1-vinyl-3-acetoxyethylimidazolium cyanoboronate C(#N)B([O-])[O-].C(=C)N1C=[N+](C=C1)CCOC(C)=O.C(=C)N1C=[N+](C=C1)CCOC(C)=O